[1,1,2,2,2-2H5]Ethan C(C([2H])([2H])[2H])([2H])[2H]